(4,6-dichloro-2-methyl-3-pyridinyl)methanol tert-Butyl-4-hydroxypent-2-ynoate C(C)(C)(C)C(C#CC(=O)OCC=1C(=NC(=CC1Cl)Cl)C)(C)O